5-chloro-3-methylisothiazol-4-ol ClC1=C(C(=NS1)C)O